1-[2-(azetidin-1-yl)ethyl]-6-(4-fluoro-2-methyl-phenyl)-3H-imidazo[4,5-b]pyridin-2-one N1(CCC1)CCN1C(NC2=NC=C(C=C21)C2=C(C=C(C=C2)F)C)=O